1-(4-methoxyphenyl)cyclopentane-1-ol COC1=CC=C(C=C1)C1(CCCC1)O